C(C)N1C2=NC3=C(C(NCCOC4=C(C1)C(=CC=C4)C#N)=O)C=NN3C=C2 14-ethyl-4-oxo-4,5,6,7,13,14-hexahydro-1,15-ethenopyrazolo[4,3-f][1,4,8,10]benzoxatriazacyclotridecine-12-carbonitrile